tert-butyl 3-[(8-methyl-7-{[(2S)-tetrahydrofuran-2-ylmethyl]carbamoyl}-4,5-dihydro-2H-furo[2,3-g]indazol-2-yl)methyl]azetidine-1-carboxylate CC1=C(OC=2CCC3=CN(N=C3C21)CC2CN(C2)C(=O)OC(C)(C)C)C(NC[C@H]2OCCC2)=O